(2S,4R)-4-fluoro-1-(4-(trifluoromethyl)tetrahydro-2H-pyran-4-carbonyl)pyrrolidine-2-carboxylic acid F[C@@H]1C[C@H](N(C1)C(=O)C1(CCOCC1)C(F)(F)F)C(=O)O